(2,3,4,5-tetrafluorophenyl)-6-fluoro-quinoline-4-carboxylic acid FC1=C(C=C(C(=C1F)F)F)C1=NC2=CC=C(C=C2C(=C1)C(=O)O)F